CC1=CC(=NN1CC1=CC=C(C=C1)C(F)(F)F)C(=O)O 5-methyl-1-(4-(trifluoromethyl)benzyl)-1H-pyrazole-3-carboxylic acid